(R)-8-((1,1-Difluoropropan-2-yl)oxy)-7-(1H-pyrazol-4-yl)-N-(tetrahydro-2H-pyran-4-yl)-[1,2,4]triazolo[1,5-a]pyridin-2-amine FC([C@@H](C)OC=1C=2N(C=CC1C=1C=NNC1)N=C(N2)NC2CCOCC2)F